C(C1=CC=CC=C1)OC1=CC=C2C(C[C@H]3CCCN([C@@H]3C2)CCC)=C1O (4aR,10aR)-7-(benzyloxy)-1-propyl-1,2,3,4,4a,5,10,10a-octahydrobenzo[g]quinolin-6-ol